(5-bromo-8-formyl-2,3,4,9-tetrahydro-1H-carbazol-3-yl)carbamic acid tert-butyl ester C(C)(C)(C)OC(NC1CCC=2NC3=C(C=CC(=C3C2C1)Br)C=O)=O